CC1=NN(C2=CC(=CC=C12)[N+](=O)[O-])CCC1CCN(CC1)C(=O)OC(C)(C)C tert-butyl 4-(2-(3-methyl-6-nitro-1H-indazol-1-yl)ethyl)piperidine-1-carboxylate